FC1=C(C=C(C=C1)F)C(C(COCC1=CC=C(C=C1)OC)(C)C)N 1-(2,5-Difluorophenyl)-3-((4-methoxybenzyl)oxy)-2,2-dimethylpropane-1-amine